6-(4-fluorophenyl)-8-methoxy-N-((1-methyl-1H-1,2,3-triazol-4-yl)methyl)quinazolin-4-amine FC1=CC=C(C=C1)C=1C=C2C(=NC=NC2=C(C1)OC)NCC=1N=NN(C1)C